C(C)(C)(C)C1=NC(=NO1)C(N1C[C@@H](N(C[C@H]1C)C(=O)OC(C)(C)C)C)C1=CC=C(C=C1)F tert-butyl (2s,5r)-4-((5-(tert-butyl)-1,2,4-oxadiazol-3-yl) (4-fluorophenyl) methyl)-2,5-dimethylpiperazine-1-carboxylate